[2-chloro-4-[[3-[4-(difluoromethoxy)phenyl]imidazo[1,2-a]pyrazin-8-yl]amino]phenyl]-(4-piperazin-1-ylpiperidin-1-yl)methanone ClC1=C(C=CC(=C1)NC=1C=2N(C=CN1)C(=CN2)C2=CC=C(C=C2)OC(F)F)C(=O)N2CCC(CC2)N2CCNCC2